amino-5-(dimethylcarbamoyl)-[2,3'-bipyridine] NC=1C(=NC=C(C1)C(N(C)C)=O)C=1C=NC=CC1